BrC=1C(=NC(=NC1)NS(=O)(=O)C1=CC=CC=C1)OC1=CC=CC=C1 N-(5-bromo-4-phenoxy-pyrimidin-2-yl)benzenesulfonamide